ClCC1=CC=C(C=C1)C=1N=C2N(CCOC3=C2C=CN=C3)C1C1=CC=CC=C1 2-(4-(Chloromethyl)phenyl)-3-phenyl-5,6-dihydroimidazo[1,2-d]pyrido[4,3-f][1,4]oxazepine